C(=O)(O)C(O)C(O)C(=O)O.C(C1=CC=CC=C1)C1CCN(CC1)C(C(O)C1=CC=C(C=C1)O)C.C(C1=CC=CC=C1)C1CCN(CC1)C(C(O)C1=CC=C(C=C1)O)C 2-(4-Benzylpiperidino)-1-(4-hydroxyphenyl)-1-propanol hemitartrate